C(CCCCCCCCCCCCCCC)(=O)OCC(COC(CCCCCCCCCCCCCCC)=O)OC(CC(CCCCCCCC(COC(CC\C(=C\CC=1C(=C2C(OCC2=C(C1OC)C)=O)O)\C)=O)C)C)=O (E)-2-((12-((6-(4-hydroxy-6-methoxy-7-methyl-3-oxo-1,3-dihydroisobenzofuran-5-yl)-4-methylhex-4-enoyl)oxy)-3,11-dimethyldodecanoyl)oxy)propane-1,3-diyl dipalmitate